(2R,3R,4S,5S)-2-(4-Amino-5-benzyl-7H-pyrrolo[2,3-d]pyrimidin-7-yl)-5-((((3-methyl-5-phenylisoxazol-4-yl)methyl)thio)methyl)tetrahydrofuran-3,4-diol NC=1C2=C(N=CN1)N(C=C2CC2=CC=CC=C2)[C@@H]2O[C@@H]([C@H]([C@H]2O)O)CSCC=2C(=NOC2C2=CC=CC=C2)C